N-[(1R)-1-[3-(difluoromethyl)-2-(fluoromethyl)phenyl]ethyl]-2-methyl-propane-2-sulfinamide FC(C=1C(=C(C=CC1)[C@@H](C)NS(=O)C(C)(C)C)CF)F